NC1=C(C=C(C=N1)C=1C=C(C=CC1)C(=O)N1[C@H](CCC1)CN1CCCC1)OC(C)C1=C(C(=CC=C1F)F)Cl (3-{6-amino-5-[1-(2-chloro-3,6-difluoro-phenyl)-ethoxy]-pyridin-3-yl}-phenyl)-((R)-2-pyrrolidin-1-ylmethyl-pyrrolidin-1-yl)-methanone